(1R,3R)-3-[(7S)-2-[(R)-hydroxy(phenyl)methyl]-6-(methoxycarbonyl)-7-methyl-3H,6H,7H,8H,9H-imidazo[4,5-f]quinolin-3-yl]cyclohexane-1-carboxylic acid O[C@@H](C=1N(C=2C(=C3CC[C@@H](N(C3=CC2)C(=O)OC)C)N1)[C@H]1C[C@@H](CCC1)C(=O)O)C1=CC=CC=C1